CS(=O)(=O)OCC=1C(=NC(=CC1)NC1C(NC(CC1)=O)=O)F (6-((2,6-dioxopiperidin-3-yl)amino)-2-fluoropyridin-3-yl)methyl methanesulfonate